Cl[Ir-2](Cl)(Cl)(Cl)(Cl)Cl.[K+].[K+] Potassium hexachloroiridium (IV)